2-Cyclohex-1-enyl-N-(2,4-dimethyl-6-morpholin-4-yl-pyridin-3-yl)-acetamide C1(=CCCCC1)CC(=O)NC=1C(=NC(=CC1C)N1CCOCC1)C